(2R,4R)-N-(3-(5-fluoro-2-((3-meth-oxy-1-methyl-1H-pyrazol-4-yl)amino)pyrimidin-4-yl)-1H-indol-7-yl)-4-methoxy-1-(piperidin-4-yl)pyrrolidine-2-carboxamide FC=1C(=NC(=NC1)NC=1C(=NN(C1)C)OC)C1=CNC2=C(C=CC=C12)NC(=O)[C@@H]1N(C[C@@H](C1)OC)C1CCNCC1